COC(C1=CC(=NC=C1[N+](=O)[O-])OCCOC)=O 2-(2-methoxyethoxy)-5-nitroisonicotinic acid methyl ester